CC(CCCC)O 1,4-dimethylbutanol